BrC=1C=C2C(CC(C2=CC1)=O)(C)C 5-bromo-3,3-dimethyl-2,3-dihydro-1H-inden-1-one